(2S,4R)-1-((S)-2-((S)-2-amino-4-methylpentanamido)propanoyl)-4-hydroxy-N-(4-(4-methylthiazol-5-yl)benzyl)pyrrolidine-2-carboxamide, hydrochloride Cl.N[C@H](C(=O)N[C@H](C(=O)N1[C@@H](C[C@H](C1)O)C(=O)NCC1=CC=C(C=C1)C1=C(N=CS1)C)C)CC(C)C